methyl 1-{3-chloro-4-[(4-methoxyphenyl)methoxy]-5',6-dimethyl-2-oxo-[1,4'-bipyridin]-2'-yl}pyrazole-3-carboxylate ClC=1C(N(C(=CC1OCC1=CC=C(C=C1)OC)C)C1=CC(=NC=C1C)N1N=C(C=C1)C(=O)OC)=O